N(C1=CC=CC=C1)C1=C(C=CC(=C1)Cl)C(\C=C\C1=CC=C(C=C1)S(=O)(=O)N1CC(CC1)O)=O (E)-1-(2-Anilino-4-chlorophenyl)-3-[4-(3-hydroxypyrrolidin-1-yl)sulfonylphenyl]prop-2-en-1-one